FC=1C=C(C=NC1)C1=NC=2N(C(=C1)NCCC1=CNC3=CC=CC=C13)N=CC2C(C)C(=O)C(C)C=2C=NN1C2N=C(C=C1NCCC1=CNC2=CC=CC=C12)C=1C=NC=C(C1)F 1-[5-(5-fluoro-3-pyridinyl)-7-[2-(1H-indol-3-yl) ethylamino]Pyrazolo[1,5-a]Pyrimidin-3-yl]Ethyl ketone